undecane sodium [Na].CCCCCCCCCCC